C(C)N(C(C1=C(C=CC(=C1)F)OC1=C(N=CN=N1)N1C[C@@H](CC1)CN1CCC2(CC1)CCC(CC2)NS(=O)(=O)C)=O)C(C)C (S)-N-ethyl-5-fluoro-N-isopropyl-2-((5-(3-((9-(methylsulfonamido)-3-azaspiro[5.5]undecane-3-yl)methyl)pyrrolidin-1-yl)-1,2,4-triazine-6-yl)oxy)benzamide